C(=O)O.C(=O)O.C(=O)O.C(=O)O.CC1(NC(CC(C1)CCCC)(C)C)C (2,2,6,6-tetramethyl-4-piperidyl)butane tetraformate